1,3,4-thiadiazolidin-2-one S1C(NNC1)=O